[3-(5-fluoroindazol-2-yl)cyclobutyl]methanone FC1=CC2=CN(N=C2C=C1)C1CC(C1)C=O